(R)-3-((S)-3-(4-(4-aminobicyclo[2.2.2]oct-1-yl)phenyl)-1-(tert-butoxy)-1-oxopropan-2-yl)pyrrolidine-1-carboxylic acid tert-butyl ester C(C)(C)(C)OC(=O)N1C[C@H](CC1)[C@@H](C(=O)OC(C)(C)C)CC1=CC=C(C=C1)C12CCC(CC1)(CC2)N